C(C)(C)(C)OC(=O)N1C[C@H]([C@@H](C1)O)N(C)C trans-tert-butyl-3-(dimethylamino)-4-hydroxypyrrolidine-1-carboxylate